NC1CCN(CC1)CC(COC)O 1-(4-aminopiperidin-1-yl)-3-methoxy-2-propanol